trimethylethanolamine caprylate C(CCCCCCC)(=O)OC(C(N)C)(C)C